FC1=NN(C2=CC(=CC=C12)[C@@H]1[C@H](C1)C=1C=2N(N=C(C1)C=1C(NC(NC1)=O)=O)C=CN2)CC(F)(F)F 5-[8-[(1S,2S)-2-[3-fluoro-1-(2,2,2-trifluoroethyl)indazol-6-yl]cyclopropyl]imidazo[1,2-b]pyridazin-6-yl]-1H-pyrimidine-2,4-dione